ethyl 4-(N-ethylacetylamino)-1-(tetrahydro-2H-pyran-2-yl)-1H-pyrazole-3-carboxylate C(C)CC(=O)NC=1C(=NN(C1)C1OCCCC1)C(=O)OCC